5-(2-((3-(benzyloxy)-3-phenylpropyl)sulfonyl)-6-(difluoromethyl)pyrimidin-4-yl)-1-(3,4-dimethoxybenzyl)pyridin-2(1H)-one C(C1=CC=CC=C1)OC(CCS(=O)(=O)C1=NC(=CC(=N1)C=1C=CC(N(C1)CC1=CC(=C(C=C1)OC)OC)=O)C(F)F)C1=CC=CC=C1